3-carbonyl-3-(benzofuran-2-yl)propanamide C(=O)=C(CC(=O)N)C=1OC2=C(C1)C=CC=C2